CC1(N(CCN(C1)[C@H](C(NC1=NC=C(N=C1)OC1=C(C=C(C(=C1)F)F)F)=O)C)C(=O)C1=CC=[N+](C=C1)[O-])C (S)-4-(2,2-dimethyl-4-(1-oxo-1-((5-(2,4,5-trifluorophenoxy)pyrazin-2-yl)amino)propan-2-yl)piperazine-1-carbonyl)pyridine 1-oxide